3-(7-fluoro-1,1,3-trimethyl-indan-4-yl)-1-methyl-pyrazole-4-carboxamide FC=1C=CC(=C2C(CC(C12)(C)C)C)C1=NN(C=C1C(=O)N)C